3-ethyl-17-fluoro-20-methyl-21-oxa-3,4,9,24-tetraazapentacyclo[20.3.1.02,6.08,13.014,19]hexacosa-1(25),2(6),4,8(13),9,11,14,16,18,22(26),23-undecaen-23-amine C(C)N1C=2C3=CN=C(C(OC(C4=CC(=CC=C4C=4C=CC=NC4CC2C=N1)F)C)=C3)N